COC1=CC2=C(N=C[C@H]3N(C2=O)CCCC3)C=C1OCCCC(=O)NC1=CC=C(C(=O)NC3=CC=C(C=C3)C=3C=C(N(C3)C)C(=O)OC)C=C1 Methyl (S)-4-(4-(4-(4-((2-methoxy-12-oxo-6a,7,8,9,10,12-hexahydrobenzo[e]pyrido[1,2-a][1,4]diazepin-3-yl)oxy)butanamido)-benzamido)phenyl)-1-methyl-1H-pyrrole-2-carboxylate